O1C(CCCC1)OCCN1CCN(CC1)C1=CC=C(C=C1)B1OC(C(O1)(C)C)(C)C (2-((tetrahydro-2H-pyran-2-yl)oxy)ethyl)-4-(4-(4,4,5,5-tetramethyl-1,3,2-dioxaborolan-2-yl)phenyl)piperazine